CNC1=NC(=NC(=C1)C)NC=1C=C(C2=C(OCCO2)C1)C=1CCCN(CC1)C N4,6-dimethyl-N2-[5-(1-methyl-2,3,4,7-tetrahydroazepin-5-yl)-2,3-dihydro-1,4-benzodioxin-7-yl]pyrimidine-2,4-diamine